ClC=1C=C(OC2CCC(CC2)NC(=O)C=2N=NC(=CC2)N2CC(CCC2)CN2CCC(CC2)N2C=CC3=C(C=CC=C23)N2C(NC(CC2)=O)=O)C=CC1C#N N-((1r,4r)-4-(3-chloro-4-cyanophenoxy)cyclohexyl)-6-(3-((4-(4-(2,4-dioxotetrahydropyrimidin-1(2H)-yl)-1H-indol-1-yl)piperidin-1-yl)methyl)piperidin-1-yl)pyridazine-3-carboxamide